C1(CC1)N1N=C(C2=C1C=NN(C2=O)CC(=O)N[C@@H](C)C2=C(C=C(C=C2)F)F)C (S)-2-(1-cyclopropyl-3-methyl-4-oxo-1,4-dihydro-5H-pyrazolo[3,4-d]pyridazin-5-yl)-N-(1-(2,4-difluorophenyl)ethyl)acetamide